N-(1-acetylpyrrolidin-3-yl)-4-(1H-imidazol-1-yl)picolinamide C(C)(=O)N1CC(CC1)NC(C1=NC=CC(=C1)N1C=NC=C1)=O